(4-(7-(3,4-dimethoxy-phenyl)pyrazolo[1,5-a]pyrimidine-2-carboxamido)benzoyl)-L-aspartic acid COC=1C=C(C=CC1OC)C1=CC=NC=2N1N=C(C2)C(=O)NC2=CC=C(C(=O)N[C@@H](CC(=O)O)C(=O)O)C=C2